N(=C=O)C(CCCCCN1C(N(C(N(C1=O)CCCCCC(CCCCCC)N=C=O)=O)CCCCCC(CCCCCC)N=C=O)=O)CCCCCC 1,3,5-tris(6-isocyanatododeca-1-yl)-1,3,5-triazin-2,4,6(1H,3H,5H)-trione